N1N=CC=C1C1=NC=CC=C1 2-(1H-pyrazol-5-yl)pyridine